BrC1=CC=CC(=N1)C(=O)NC1=C(C=C(C=C1)NC1=NC(=NC=C1OC)N1CCN(CC1)CC=1OC=CC1)OC 6-bromo-N-(4-((2-(4-(furan-2-ylmethyl)piperazin-1-yl)-5-methoxypyrimidin-4-yl)amino)-2-methoxyphenyl)pyridineamide